ethyl 4-(5-hydroxy-6-(methoxymethoxy) benzo[b]thiophen-2-yl)-4-oxobutanoate OC1=CC2=C(SC(=C2)C(CCC(=O)OCC)=O)C=C1OCOC